CC1=C(C=C(C=C1)N)N (R)-tolylenediamine